tert-Butoxycarbonyl-hydroxyproline C(C)(C)(C)OC(=O)N1[C@@H](C[C@@H](O)C1)C(=O)O